N1=C(C=CC=C1)C1(CC1)NCC(=O)N1CC2CCC(C1)N2C2=NC=C(C#N)C=C2 6-(3-((1-(pyridin-2-yl)cyclopropyl)glycyl)-3,8-diazabicyclo[3.2.1]octan-8-yl)nicotinonitrile